FC=1C=C(C=CC1)C(C(=O)NC=1SC(=C(C1C(=O)OC)C)C(N)=O)CC Methyl 2-(2-(3-fluorophenyl)butanamido)-5-carbamoyl-4-methylthiophene-3-carboxylate